Chloro-3-hydroxythiophene-2-carboxylate ClC=1C(=C(SC1)C(=O)[O-])O